C(C1=CC=CC=C1)OC(CCCCCCCCCCCCCCC(CCCCCCCCCCCCCCC(OCC1=CC=CC=C1)=O)(C(NCCOCCOCCOCCOCCOCCOCCOCCOCCOCCOCCOCCOCCC(=O)O)=O)C(=O)OCC1=CC=CC=C1)=O 18-(15-(Benzyloxy)-15-oxopentadecyl)-18-((benzyloxy)carbonyl)-3,19-dioxo-1-phenyl-2,23,26,29,32,35,38,41,44,47,50,53,56-tridecaoxa-20-azanonapentacontan-59-oic acid